(S)-2-(6-((1-(3-(difluoromethyl)-2-fluorophenyl)-2-fluoroethyl)amino)-5-(1,3-dioxan-2-yl)-2-methylpyrimidin-4-yl)acetic acid FC(C=1C(=C(C=CC1)[C@@H](CF)NC1=C(C(=NC(=N1)C)CC(=O)O)C1OCCCO1)F)F